C(#N)C1=CC=C(CN2N=C(C3=CC=CC=C23)NC(=O)C2=C(N=CS2)C)C=C1 N-(1-(4-cyanobenzyl)-1H-indazol-3-yl)-4-methylthiazole-5-carboxamide